ClC=1C(=NC=CC1C=1C=C2CCN3C(C2=CC1)=CC(=NC3=O)OCC3OCCOC3)OC 9-(3-Chloro-2-methoxy-pyridin-4-yl)-2-([1,4]dioxan-2-ylmethoxy)-6,7-dihydro-pyrimido[6,1-a]isoquinolin-4-one